cyclopropa[e]phenanthrene-4,7-diacetic acid diethyl ester C(C)OC(CC=1C23C4(C=C(C=CC4=CC=C2C=CC1)CC(=O)OCC)C3)=O